COC1=NC=C(C(=N1)OC)C=1C=C(C=2N(N1)C=CN2)[C@@H]2[C@H](C2)C=2C=NC(=CC2)C(F)(F)F 6-(2,4-dimethoxypyrimidin-5-yl)-8-[(1S,2S)-2-[6-(trifluoromethyl)-3-pyridyl]cyclopropyl]imidazo[1,2-b]pyridazine